benzo[b]thiophen-4-ylboronic acid S1C2=C(C=C1)C(=CC=C2)B(O)O